(1S,2S)-2-(4-bromophenyl)-N-[[(2S)-2-(3-cyanophenyl)oxetan-2-yl]methyl]cyclopropanecarboxamide BrC1=CC=C(C=C1)[C@@H]1[C@H](C1)C(=O)NC[C@@]1(OCC1)C1=CC(=CC=C1)C#N